O1CCC(CC1)N1C=2C3=C(NN=C3CCC1)C=CN2 6-(tetrahydro-2H-pyran-4-yl)-6,7,8,9-tetrahydro-2H-1,2,5,6-tetraazabenzo[cd]azulene